BrC=1C=C2C(=C(N=NC2=C(C1)Cl)C(=O)N)Cl 6-Bromo-4,8-dichlorocinnoline-3-carboxamide